N1CC(C1)C1=NC=C(C=N1)N1CC(CC1)C(F)(F)F 2-(azetidin-3-yl)-5-[3-(trifluoromethyl)pyrrolidin-1-yl]pyrimidine